CC(C(=O)N1CC2=CC=CC=C2C[C@@H]1CN1CCNCC1)C (3R)-2-(2-methylpropanoyl)-3-(piperazin-1-ylmethyl)-1,2,3,4-tetrahydroisoquinoline